(2E,4E,6Z)-7-[2-hexoxy-3,5-di(propan-2-yl)phenyl]-3-methylocta-2,4,6-trienoic acid C(CCCCC)OC1=C(C=C(C=C1C(C)C)C(C)C)\C(=C/C=C/C(=C/C(=O)O)/C)\C